(S)-1-[2-(6-[1-Hydroxyethyl]benzo[d]isoxazol-3-yl)phenyl]-2-(pyridine-2-yl)ethan-1-amine OC(C)C1=CC2=C(C(=NO2)C2=C(C=CC=C2)[C@H](CC2=NC=CC=C2)N)C=C1